(2-((2R,3S,4S,5S,6S)-6-(4-(3-(hex-5-yn-1-yl)ureido)phenoxy)-3,4,5-trihydroxytetrahydro-2H-pyran-2-yl)ethyl)phosphonic acid C(CCCC#C)NC(NC1=CC=C(O[C@H]2[C@H]([C@H]([C@@H]([C@H](O2)CCP(O)(O)=O)O)O)O)C=C1)=O